C(C)OC1=CC=C(C=C1)C=1C=CC(N(N1)CC1=NC(=NO1)C1=NC=CC=C1)=O 6-(4-ethoxyphenyl)-2-((3-(pyridin-2-yl)-1,2,4-oxadiazol-5-yl)methyl)pyridazin-3(2H)-one